Tris(triphenylphosphine) rhodium (I) chloride [Rh]Cl.C1(=CC=CC=C1)P(C1=CC=CC=C1)C1=CC=CC=C1.C1(=CC=CC=C1)P(C1=CC=CC=C1)C1=CC=CC=C1.C1(=CC=CC=C1)P(C1=CC=CC=C1)C1=CC=CC=C1